methyl (2R,4S)-4-hydroxy-1-methyl-pyrrolidine-2-carboxylate O[C@H]1C[C@@H](N(C1)C)C(=O)OC